4-({2-[(Aminosulfonyl)amino]ethyl}amino)-N-[4-fluoro-3-(trifluoromethyl)phenyl]-N'-hydroxy-1,2,5-oxadiazol-3-carboximidamid NS(=O)(=O)NCCNC=1C(=NON1)C(NC1=CC(=C(C=C1)F)C(F)(F)F)=NO